FC(C(C)(C)O)(F)C=1C(=C(C=CC1)C(C)NN1C=C(O[C@@H](C1)C)C)F (R)-4-((1-(3-(1,1-difluoro-2-hydroxy-2-methylpropyl)-2-fluorophenyl)ethyl)amino)-2,6-dimethyl-6H-[1,4]oxazine